4-(3-tolyl)-3-trifluoromethyl-1,2,4-triazol-5-one C1(=CC(=CC=C1)N1C(=NNC1=O)C(F)(F)F)C